N1=C(C=CC=C1)NC=1SC=C(N1)C=1C=C(C#N)C=CC1 3-(2-(Pyridin-2-ylamino)thiazol-4-yl)benzonitril